C(C)(C)[C@H]1N(C(OC1)=O)C=1C=C(C2=C(N=C(N=C2)NC2=CC=C(C=C2)N2CCN(CC2)C)N1)C#C[Si](C(C)C)(C(C)C)C(C)C (4R)-4-isopropyl-3-(2-{[4-(4-methylpiperazin-1-yl)phenyl]amino}-5-[2-(triisopropylsilyl)ethynyl]pyrido[2,3-d]pyrimidin-7-yl)-1,3-oxazolidin-2-one